C1C2CC3(CC(CC13)C2)NCCCCCCCCC2=C1C(N(C(=NC1=CC=C2)C)[C@H]2C(NC(CC2)=O)=O)=O (3R)-3-(5-(8-(((3as,6as)-hexahydro-2,5-methanopentalen-3a(1H)-yl)amino)octyl)-2-methyl-4-oxoquinazolin-3(4H)-yl)piperidine-2,6-dione